benzyl (S)-2-(4-(3-((5-((((9H-fluoren-9-yl)methoxy)carbonyl)amino)pentyl)amino)propoxy)phenyl)-2-(isoindolin-2-yl)acetate C1=CC=CC=2C3=CC=CC=C3C(C12)COC(=O)NCCCCCNCCCOC1=CC=C(C=C1)[C@@H](C(=O)OCC1=CC=CC=C1)N1CC2=CC=CC=C2C1